CNC(C1=CC(=C(C=C1)NCC#C)OC(F)(F)F)=O N-methyl-4-(prop-2-yn-1-ylamino)-3-(trifluoromethoxy)benzamide